propargyl-quinoxalinone C(C#C)C=1C(NC2=CC=CC=C2N1)=O